3,5-diiodobenzamide IC=1C=C(C(=O)N)C=C(C1)I